C(C)OC=1C=C(C=CC1F)\C=N\N(C1=NS(C2=C1C=CC=C2)(=O)=O)C N-[(E)-(3-ethoxy-4-fluoro-phenyl)methyleneamino]-N-methyl-1,1-dioxo-1,2-benzothiazol-3-amine